C(=CC)N1CCOCC1 4-(prop-1-enyl)morpholine